1-bromo-2-(2,2-dibromovinyl)benzene BrC1=C(C=CC=C1)C=C(Br)Br